C(CC)P(O)(O)=S propyl-thiophosphonic acid